1-Ethyl-5-[({4-oxo-3H,5H,6H,7H-cyclopenta[d]pyrimidin-2-yl}sulfanyl)methyl]imidazole-4-carbonitrile trifluoroacetate salt FC(C(=O)O)(F)F.C(C)N1C=NC(=C1CSC=1NC(C2=C(N1)CCC2)=O)C#N